(S)-tert-butyl (1-(4-(6-cyclopropyl-2-methoxypyridin-3-yl)-1H-imidazol-2-yl)-7-(oxazol-2-yl)-7-oxoheptyl)carbamate C1(CC1)C1=CC=C(C(=N1)OC)C=1N=C(NC1)[C@H](CCCCCC(=O)C=1OC=CN1)NC(OC(C)(C)C)=O